C[C@@H]1[C@H]([C@@H]1C1=NC=CC=C1)C(=O)O (1R,2S,3R)-2-methyl-3-(pyridin-2-yl)cyclopropane-1-carboxylic acid